C(C)C(CC)NC=1C=C(C=2N(N1)C(=NN2)C(C)C)NCCC2=CC=NC=C2 (8s)-N6-(1-ethylpropyl)-3-isopropyl-N8-[2-(4-pyridyl)ethyl]-[1,2,4]triazolo[4,3-b]pyridazine-6,8-diamine